FC1=C(COC2=CC=CC(=N2)C2CCN(CC2)CC2=NC3=C(N2C[C@H]2OCC2)C=C(C=C3)C(=O)OC)C=CC(=C1)C(C1=CN=CC=C1)=O methyl (S)-2-((4-(6-((2-fluoro-4-nicotinoylbenzyl)oxy)pyridin-2-yl)piperidin-1-yl)methyl)-1-(oxetan-2-ylmethyl)-1H-benzo[d]imidazole-6-carboxylate